theobromine-d6 tert-butyl-(2S,5R)-4-(4-(difluoromethyl)benzoyl)-2,5-dimethylpiperazine-1-carboxylate C(C)(C)(C)OC(=O)N1[C@H](CN([C@@H](C1)C)C(C1=CC=C(C=C1)C(F)F)=O)C.N1C(=O)N(C([2H])([2H])[2H])C=2N=C(N(C([2H])[2H])C2C1=O)[2H]